2-(2-fluorophenyl)acetic acid FC1=C(C=CC=C1)CC(=O)O